CN1N=C(C2=CC=CC(=C12)C)C(C)(C)C(C(=O)N)C1NCCC1 (2-(1,7-dimethyl-1H-indazol-3-yl)propan-2-yl)-2-(pyrrolidin-2-yl)acetamide